CC1=CC(=C(C=C1C)N)N 4,5-Di-methyl-1,2-phenylenediamine